methyl (1R,2S,5S)-3-((S)-2-acetamido-3,3-dimethylbutanoyl)-6,6-dimethyl-3-azabicyclo[3.1.0]hexane-2-carboxylate C(C)(=O)N[C@H](C(=O)N1[C@@H]([C@H]2C([C@H]2C1)(C)C)C(=O)OC)C(C)(C)C